N-((1-(6-bromoquinoline-4-carbonyl)pyrrolidin-2-yl)methyl)pyridine-3-sulfonamide BrC=1C=C2C(=CC=NC2=CC1)C(=O)N1C(CCC1)CNS(=O)(=O)C=1C=NC=CC1